ClC(C(=O)OC(C(Cl)(Cl)Cl)=O)(Cl)Cl bistrichloroacetic anhydride